tert-butyl 4-(5-(7-cyano-4-methyl-3,4-dihydroquinoxalin-1(2H)-yl)-1,3-dimethyl-2-oxo-1,2-dihydroquinolin-7-yl)piperazine-1-carboxylate C(#N)C1=CC=C2N(CCN(C2=C1)C1=C2C=C(C(N(C2=CC(=C1)N1CCN(CC1)C(=O)OC(C)(C)C)C)=O)C)C